butyl (4-(2-(4-(4-((2,6-dioxopiperidin-3-yl)amino)-2-fluorophenyl)piperazin-1-yl)ethyl)piperidin-1-yl)carbamate O=C1NC(CCC1NC1=CC(=C(C=C1)N1CCN(CC1)CCC1CCN(CC1)NC(OCCCC)=O)F)=O